6-beta-D-Glucopyranosyl-5,7-dihydroxy-2-(4-hydroxyphenyl)-4H-1-benzopyran-4-one [C@@H]1([C@H](O)[C@@H](O)[C@H](O)[C@H](O1)CO)C=1C(=CC2=C(C(C=C(O2)C2=CC=C(C=C2)O)=O)C1O)O